C1(=CC=CC=C1)C=1C=C(C=2NC3=CC=C(C=C3C2C1)C1=CC=CC=C1)C1=CC(=CC2=CC=CC=C12)N 4-(3,6-diphenyl-9H-carbazol-1-yl)naphthalen-2-amine